3-iodo-2-propynyl-butyl-methyl-amine IC(C(CNC)C#CC)C